ClC1=C(C=CC=C1C1=C(C(=NC=C1)C1=CC=C2C(=CN(C2=C1)C)CNC[C@@H]1OCC1)Cl)C1=CC=C(C(=N1)OC)CNC[C@H]1CCC(N1)=O (R)-5-((((6-(2-chloro-3-(3-chloro-2-(1-methyl-3-(((((R)-oxetan-2-yl)methyl)amino)methyl)-1H-indol-6-yl)pyridin-4-yl)phenyl)-2-methoxypyridin-3-yl)methyl)amino)methyl)pyrrolidin-2-one